(4-hydroxy-3,5-bis(((pyridin-2-ylmethyl)amino)methyl)phenethyl)carbamic acid Tert-butyl ester C(C)(C)(C)OC(NCCC1=CC(=C(C(=C1)CNCC1=NC=CC=C1)O)CNCC1=NC=CC=C1)=O